tert-butyl (2S)-4-(azetidin-1-yl)-3-hydroxy-4-oxo-1-(2-oxopiperidin-1-yl)butan-2-ylcarbamate N1(CCC1)C(C([C@H](CN1C(CCCC1)=O)NC(OC(C)(C)C)=O)O)=O